OC1=C(CNS(=O)(=O)C=2C=C3C(=CC(N(C3=CC2)C)=O)C)C=CC=C1 N-(2-hydroxybenzyl)-1,4-dimethyl-2-oxo-1,2-dihydroquinoline-6-sulfonamide